C(C)(C)(C)C=1C=C(C=C(C1O)C(C)(C)C)CCC(=O)N 3-(3,5-dit-butyl-4-hydroxyphenyl)propionamide